C(C)(C)(C)C1=CC=C(C=C1)C(CN1C=NC=C1)O 1-(4-tert-butylphenyl)-2-(1H-imidazol-1-yl)ethan-1-ol